(S)-(4-(4-fluoropyrazolo[1,5-a]pyridin-2-yl)-6,7-dihydro-1H-imidazo[4,5-c]pyridin-5(4H)-yl)(5-(1-methyl-1H-pyrazol-3-yl)-1,3,4-oxadiazol-2-yl)methanone FC=1C=2N(C=CC1)N=C(C2)[C@H]2N(CCC1=C2N=CN1)C(=O)C=1OC(=NN1)C1=NN(C=C1)C